CC(=O)OCCC1=CC=CC=C1 β-Phenethyl acetate